ClC=1C=C2C(=NC1)N=C(S2)OC2=CC=C(C=C2)OCCN2CC1CN(CC1C2)C(C)C 6-Chloro-2-(4-{2-[5-(1-methylethyl)hexahydropyrrolo[3,4-c]pyrrol-2(1H)-yl]ethoxy}phenoxy)[1,3]thiazolo[4,5-b]pyridine